C(#N)C1=C(C(=O)N)C=CC(=C1)OC1=CC=C(C=C1)C1CCCCC1 cyano-4-(4-cyclohexylphenoxy)benzamide